(4S)-4-(2,3-dichloro-6-hydroxyphenyl)-1-[3-hydroxybutyl]pyrrolidin-2-one ClC1=C(C(=CC=C1Cl)O)[C@@H]1CC(N(C1)CCC(C)O)=O